FC1=C(C=C(C=C1)NC(C=C)=O)NC1=NC(=NC=C1C1=CC=CC=C1)NC=1C=NN(C1)C N-(4-fluoro-3-((2-((1-methyl-1H-pyrazol-4-yl)amino)-5-phenylpyrimidin-4-yl)amino)phenyl)acrylamide